N1(CCC1)CC1=NC(=CC=C1C1CCOCC1)Br 2-(azetidin-1-ylmethyl)-6-bromo-3-(tetrahydro-2H-pyran-4-yl)pyridine